C(C)(C)OC(C(CCSC)O)=O 2-hydroxy-4-(methylthio)butanoic isopropyl ester